tert-Butyl N-(2-bromo-6-fluoro-4-hydroxy-3-methyl-phenyl)-N-tert-butoxycarbonyl-carbamate BrC1=C(C(=CC(=C1C)O)F)N(C(OC(C)(C)C)=O)C(=O)OC(C)(C)C